F[B-](F)(F)F.C(CCC)[N+]1=C(C2=C3C(C=CC=C13)=CC=C2)C=CC2=C(C(CC2)=CC=C2N(C1=CC=CC=3C1=C2C=CC3)CCCC)C3=CC=CC=C3 1-butyl-2-(2-[3-(2-[1-butyl-1H-benzo[cd]indol-2-ylidene]ethylidene)-2-phenyl-1-cyclopent-1-enyl]-vinyl)-benzo[cd]indolium tetrafluoroborate